tetradecyl-bishydroxyethyl-methyl-ammonium chloride [Cl-].C(CCCCCCCCCCCCC)[N+](C)(CCO)CCO